rac-N-((3R,5S)-5-(5-chloro-2,4-difluorobenzyl)-5-(4-(hydroxymethyl)oxazol-2-yl)tetrahydrofuran-3-yl)methanesulfonamide ClC=1C(=CC(=C(C[C@]2(C[C@H](CO2)NS(=O)(=O)C)C=2OC=C(N2)CO)C1)F)F |r|